BrC=1SC(=CC1C=O)Br 2,5-dibromothiophene-3-formaldehyde